C(C1=CC=CC=C1)OC=1C=C(C=CC1OC)CCC=1SC2=C(N1)C=C(C=C2)Cl 2-(3-(Benzyloxy)-4-methoxyphenylethyl)-5-chlorobenzo[d]thiazole